CN1N=C2C(=C1C1=CC=CC=C1)C[C@H]1CCC[C@@H]2N1C=O (5R,9S)-2-methyl-3-phenyl-4,5,6,7,8,9-hexahydro-2H-5,9-epiminocycloocta[c]pyrazol-10-yl-methanone